C(#N)CCCS(=O)(=O)NC1=CC=C(C=C1)C=1C2=C(N=C(N1)NC(=O)C1CC1)NC=C2 N-(4-(4-((3-cyanopropyl)sulfonamido)phenyl)-7H-pyrrolo[2,3-d]pyrimidin-2-yl)cyclopropylcarboxamide